2-(ethoxymethyl)-2-methyl-7-(benzenesulfonyl)-1,2,4,7-tetrahydro-3H-pyrrolo[3',2':5,6]Pyrido[3,4-b]pyrazin-3-one C(C)OCC1(NC2=C(NC1=O)C=NC1=C2C=CN1S(=O)(=O)C1=CC=CC=C1)C